BrC1=CC(=NC=C1)N1CC(CC1)NC(OC(C)(C)C)=O tert-butyl (1-(4-bromopyridin-2-yl)pyrrolidin-3-yl)carbamate